1,3-dihydroxycyclopentane OC1CC(CC1)O